C[C@](N(C(=O)C1CCN(CC1)S(=O)(=O)C=C)C)(C(C)C)C(=O)O methyl-N-methyl-N-(1-(vinylsulfonyl)piperidine-4-carbonyl)-L-valine